FC(C1=CC=C(C=C1)C(CCCCCOB([O-])[O-])(C1=CC=C(C=C1)C(F)(F)F)C1=CC=C(C=C1)C(F)(F)F)(F)F.C[N+](CCCC1=CC=CC=C1)(C)CCCCCCCCCCCCCCCC.C[N+](C)(CCCC1=CC=CC=C1)CCCCCCCCCCCCCCCC N,N-dimethyl-N-(3-phenylpropyl)hexadecylammonium tri(4-trifluoromethylphenyl)hexylborate